CC(CC(C)=O)(C)NC(C=C)=O N-(1,1-di-methyl-3-oxobutyl)acrylamide